C1(CCCCC1)NC1=C(C=C(C=C1)S(=O)(=O)NCCN(C(OC(C)(C)C)=O)C)NCC1=CC=NC=C1 tert-butyl (2-((4-(cyclohexylamino)-3-((pyridin-4-ylmethyl)amino)phenyl)sulfonamido)ethyl)(methyl)carbamate